di-n-butyl phthalate (di-ethyl phthalate) C(C)C=1C(=C(C(C(=O)O)=CC1)C(=O)O)CC.C(C=1C(C(=O)OCCCC)=CC=CC1)(=O)OCCCC